t-butoxycarbonyl-l-2,3-diaminopropionic acid C(C)(C)(C)OC(=O)C(C(=O)O)(CN)N